methyl 5-formylindolizine-2-carboxylate C(=O)C=1N2C=C(C=C2C=CC1)C(=O)OC